CC(C(CNC=1SC=CN1)NCC=1SC=CC1)C 3-methyl-N1-(thiazol-2-yl)-N2-(thiophen-2-ylmethyl)butane-1,2-diamine